Cl.COC1=C(CCN2CCC(CC2)N(C(=O)C=2OC=CC2)C2=CC=CC=C2)C=CC=C1 N-(1-(2-Methoxyphenethyl)piperidin-4-yl)-N-phenylfuran-2-carboxamide HCl